5-[(4S)-7,8-dichloro-6-(2,6-difluorophenyl)-4-methyl-4H-[1,2,4]Triazolo[4,3-a][1,4]Benzodiazepine-1-yl]-3-methyl-isoxazole ClC1=C(C=CC2=C1C(=N[C@H](C=1N2C(=NN1)C1=CC(=NO1)C)C)C1=C(C=CC=C1F)F)Cl